1-isopropyl-3-(4,5-difluorophenyl)-5-methyl-pyrazol-4-ol C(C)(C)N1N=C(C(=C1C)O)C1=CC=C(C(=C1)F)F